1-[2-Thiazolylazo]-2-naphthol S1C(=NC=C1)N=NC1=C(C=CC2=CC=CC=C12)O